4-((((1H-Imidazol-5-yl)methyl)amino)methyl)pyridin-2(1H)-one, hydrochloride Cl.N1C=NC=C1CNCC1=CC(NC=C1)=O